OC=1C(C2=CC(=CC(=C2C(C1O)=O)O)O)=O 2,3,5,7-tetrahydroxy-1,4-naphthalenedione